benzyl ((5-cyclohexylpyridin-2-yl)methyl)(2-oxo-1-((2-(trimethylsilyl)ethoxy)methyl)-1,2-dihydropyridin-4-yl)carbamate C1(CCCCC1)C=1C=CC(=NC1)CN(C(OCC1=CC=CC=C1)=O)C1=CC(N(C=C1)COCC[Si](C)(C)C)=O